C(C1=CC=CC=C1)C1=NC(=NC=C1)N1CCC2(C[C@H](CO2)NC[C@@H](COC=2C=C(C=CC2)S(=O)(=O)NC)O)CC1 3-((S)-3-((R)-8-(4-benzylpyrimidin-2-yl)-1-oxa-8-azaspiro[4.5]dec-3-ylamino)-2-hydroxypropoxy)-N-methylbenzenesulfonamide